NC=1C2=C(N=CN1)N(C=C2C2=C(C=C(C=C2)NC([C@@H](O)C2=CC(=CC=C2)F)=O)OC(F)(F)F)C (S)-N-(4-(4-amino-7-methyl-7H-pyrrolo[2,3-d]pyrimidin-5-yl)-3-(trifluoromethoxy)phenyl)-2-(3-fluorophenyl)-2-hydroxyacetamide